CC1(C=2C(=CC=3NC4=CC=CC=C4C13)C=C1C=CC(=CC12)C1=C2C=CC(=CC2=C2C1=CC=1NC3=CC=CC=C3C1C2(C)C)C2=CC=CC=C2)C 7-(12,12-dimethyl-indeno[2,1-b]carbazol-10-yl)-10-phenyl-12,12-dimethyl-indeno[2,1-b]carbazole